C1[C@H](N=C(S1)C2=CNC3=CC=CC=C32)C(=O)O The molecule is the (R)-enantiomer of dihydrocamalexic acid. It is a conjugate acid of a (R)-dihydrocamalexate. It is an enantiomer of a (S)-dihydrocamalexic acid.